CC1=C(N=CC(=N1)C(=O)OC)OCC1(CC1)C(F)(F)F Methyl 6-methyl-5-[[1-(trifluoromethyl)cyclopropyl]methoxy]pyrazine-2-carboxylate